1,1,1,3,3,3-hexafluoro-2-(3'-(8-(methylsulfonyl)-3,8-diazabicyclo[3.2.1]octan-3-yl)-[1,1'-biphenyl]-4-yl)propan-2-ol FC(C(C(F)(F)F)(O)C1=CC=C(C=C1)C1=CC(=CC=C1)N1CC2CCC(C1)N2S(=O)(=O)C)(F)F